CN(C)CC1=C(CNC(=O)C=2C=C(C=CC2)NC(=O)C=2SC=CC2)C=CC=C1 N-(3-((2-((dimethylamino)methyl)benzyl)carbamoyl)phenyl)thiophene-2-carboxamide